(6S,E)-methyl 7-(1-((3-bromo-1-adamantyl)methyl)-2-oxo-1,2-dihydropyridin-3-ylamino)-6-(3-methylbenzofuran-2-carboxamido)-7-oxohept-2-enoate BrC12CC3(CC(CC(C1)C3)C2)CN2C(C(=CC=C2)NC([C@H](CC/C=C/C(=O)OC)NC(=O)C=2OC3=C(C2C)C=CC=C3)=O)=O